OC=1C=C(C(=O)O[C@H]2[C@@H](OC3=CC=CC=C3C2)C2=CC(=C(C(=C2)O)O)O)C=C(C1O)O (2S,3R)-2-(3,4,5-trihydroxyphenyl)chroman-3-yl 3,4,5-trihydroxybenzoate